CN1N=CC(=C1)C1=NNC2=C1N=C(N=C2)N2CC1=C(CC2)N=CS1 5-(3-(1-Methyl-1H-pyrazol-4-yl)-1H-pyrazolo[4,3-d]pyrimidin-5-yl)-4,5,6,7-tetrahydrothiazolo[5,4-c]pyridine